4-(pyrrolylthio)cyclohexanone N1C(=CC=C1)SC1CCC(CC1)=O